FC(OC1=C(C#N)C(=CC(=C1)C1=CN=C2N1C=CC(=C2)N=C[C@H]2CNCCO2)OC)F (R)-2-(difluoromethoxy)-6-methoxy-4-(7-((morpholin-2-ylmethylene)amino)imidazo[1,2-a]pyridin-3-yl)benzonitrile